N-((2-(2,6-Dioxopiperidin-3-yl)-1,3-dioxoisoindolin-5-yl)methyl)-2-(3-(4-(pyridin-2-yl)piperazin-1-yl)piperidin-1-yl)acetamide O=C1NC(CCC1N1C(C2=CC=C(C=C2C1=O)CNC(CN1CC(CCC1)N1CCN(CC1)C1=NC=CC=C1)=O)=O)=O